5-amino-2-[5-(difluoromethyl)-1,3,4-oxadiazol-2-yl]-N-(2,4-dimethoxybenzyl)benzenesulfonamide NC=1C=CC(=C(C1)S(=O)(=O)NCC1=C(C=C(C=C1)OC)OC)C=1OC(=NN1)C(F)F